O1C=NCC1 2-oxazolin